ClC=1C=C(C=CC1F)NC(N(CC=1C2=C(NN1)CCOC2)C2=CC(=NC=C2)C#N)=O (3-Chloro-4-fluorophenyl)-1-(2-cyanopyridin-4-yl)-1-((1,4,6,7-tetrahydropyrano[4,3-c]pyrazol-3-yl)methyl)urea